(2S)-1-[(2-{[(2-Methylbiphenyl-3-yl)amino]carbonyl}pyrimidin-5-yl)methyl]piperidin CC1=C(C=CC=C1NC(=O)C1=NC=C(C=N1)CN1CCCCC1)C1=CC=CC=C1